(S)-1-(2-((2-acetamido-5-(2,2-dimethyl-2,3-dihydro-[1,4]dioxino[2,3-b]pyridin-6-yl)pyridin-4-yl)amino)-6-(methylsulfonyl)pyridin-4-yl)pyrrolidine-2-carboxamide C(C)(=O)NC1=NC=C(C(=C1)NC1=NC(=CC(=C1)N1[C@@H](CCC1)C(=O)N)S(=O)(=O)C)C1=CC=C2C(=N1)OCC(O2)(C)C